C(C)(C)C1=NOC(=N1)N1CCC(CC1)[C@@H](C)OC1=NN2C(S1)=NC(=C2)C2=CC=C(C=C2)S(=O)(=O)C (R)-3-isopropyl-5-(4-(1-((6-(4-(methylsulfonyl)phenyl)imidazo[2,1-b][1,3,4]thiadiazol-2-yl)oxy)ethyl)piperidin-1-yl)-1,2,4-oxadiazol